(S)-2-((5-bromopyrimidin-2-yl)amino)-4-((2-((6-methylpyridin-3-yl)oxy)ethyl)(4-(5,6,7,8-tetrahydro-1,8-naphthyridin-2-yl)butyl)amino)butanoic acid BrC=1C=NC(=NC1)N[C@H](C(=O)O)CCN(CCCCC1=NC=2NCCCC2C=C1)CCOC=1C=NC(=CC1)C